C(C)(C)(C)OCCOC=1C=NC=CC1C1=C(C=2C(NCCC2N1)=O)NC1=C(C(=CC=C1)Cl)OC 2-[3-(2-tert-butoxyethoxy)pyridin-4-yl]-3-(3-chloro-2-methoxyanilino)-1,5,6,7-tetrahydro-4H-pyrrolo[3,2-c]pyridin-4-one